tert-butyl 4,4-bis(((methylsulfonyl)oxy)methyl)piperidine-1-carboxylate CS(=O)(=O)OCC1(CCN(CC1)C(=O)OC(C)(C)C)COS(=O)(=O)C